(S)-5-methyl-N-(3-(1-((1-methyl-1H-pyrazolo[3,4-b]pyrazin-6-yl)amino)ethyl)phenyl)thiophene-2-carboxamide CC1=CC=C(S1)C(=O)NC1=CC(=CC=C1)[C@H](C)NC1=CN=C2C(=N1)N(N=C2)C